C1(CC1)N1CC2=C(CC1)NC(=N2)C=2C=CC(=C1CNC(C21)=O)C=2C=NN1C2C=CC=C1 7-(5-cyclopropyl-4,5,6,7-tetrahydro-1H-imidazo[5,4-c]pyridin-2-yl)-4-(pyrazolo[1,5-a]pyridin-3-yl)-2,3-dihydro-1H-isoindol-1-one